(2R,2'R)-2,2'-((3,6-diaminopyrazine-2,5-dicarbonyl)bis(azanediyl))bis(3-hydroxypropanoic acid) NC=1C(=NC(=C(N1)C(=O)N[C@@H](C(=O)O)CO)N)C(=O)N[C@@H](C(=O)O)CO